succinamide nitrate [N+](=O)(O)[O-].C(CCC(=O)N)(=O)N